COC(=O)[C@H]1O[C@]([C@H]([C@H]1C1=C(C(=C(C(=C1)I)F)F)O)C)(C(F)(F)F)C (2s,3s,4s,5r)-3-(3,4-difluoro-2-hydroxy-5-iodo-phenyl)-4,5-dimethyl-5-(trifluoromethyl)tetrahydrofuran-2-carboxylic acid methyl ester